ClC=1C(=C2C(=NC1)NC(=N2)C2=CC=C(C=C2)N2CCNC(CC2)=O)NC2CCN(CC2)C 1-(4-{6-Chloro-7-[(1-methylpiperidin-4-yl)amino]-3H-imidazo[4,5-b]pyridin-2-yl}phenyl)-1,4-diazepan-5-one